COC1OCC(O1)CC1SSC=C1 ((2-methoxy-1,3-dioxolan-4-yl)methyl)dithiol